(1-(3-chloro-5-fluorophenyl)-5,5-difluoro-4-hydroxy-4,5,6,7-tetrahydro-1H-indol-3-yl)dimethylphosphine oxide ClC=1C=C(C=C(C1)F)N1C=C(C=2C(C(CCC12)(F)F)O)P(C)(C)=O